ClC1=CC=C(C=C1)[C@@H]1CC[C@H](CC1)C=1C(C2=CC=CC=C2C(C1)=O)=O 2-[trans-4-(4-chlorophenyl)cyclohexyl]-1,4-naphthalenedione